N[C@@H]1C[C@@H]2N(C(CCN(C2=O)[C@H](CCC(=O)O)C(=O)NCC2=CC(=C(C=C2)Cl)Cl)COC2=CC=C(C=C2)OC)C1 (4R)-4-((8R,9aS)-8-amino-5-((4-methoxyphenoxy)methyl)-1-oxohexahydro-1H-pyrrolo[1,2-a][1,4]diazepin-2(3H)-yl)-5-((3,4-dichlorobenzyl)amino)-5-oxopentanoic acid